C(C)(=O)OCC[C@H]1C(CC[C@H]2C(CCC[C@]12C)(C)C)=C 2-((1S,4aS,8aS)-5,5,8a-trimethyl-2-methylenedecahydronaphthalen-1-yl)ethyl acetate